(E)-2-benzylidene-2,3-dihydropyrrolizine C(/C1=CC=CC=C1)=C\1/CC2=CC=CN2C1